N-(6-(4-chlorophenyl)thiazolo[4,5-b]pyrazin-2-yl)-6-cyano-4-(2-ethynylphenyl)pyridine-3-Formamide ClC1=CC=C(C=C1)C=1N=C2C(=NC1)N=C(S2)NC(=O)C=2C=NC(=CC2C2=C(C=CC=C2)C#C)C#N